N1=CC(=CC2=CC=CC=C12)C(=O)NC12CC3(C[C@@H](C[C@H](C1)C3)C2)NC(OC(C)(C)C)=O tert-butyl ((1s,3r,5R,7S)-3-(quinoline-3-carboxamido)adamantan-1-yl)carbamate